(S)-1-(5-((2,3-dichlorophenyl)thio)-3-methylpyrazin-2-yl)-4'h,6'h-spiro[piperidine-4,5'-pyrrolo[1,2-b]pyrazol]-4'-amine ClC1=C(C=CC=C1Cl)SC=1N=C(C(=NC1)N1CCC2([C@@H](C=3N(N=CC3)C2)N)CC1)C